FC1=CC=C(C=C1)C=1C=C2C3C(COC2=CC1OC)(CC1=CC(=C(C=C13)OC)OC)O 2-(4-fluorophenyl)-3,9,10-trimethoxy-7,11b-dihydro-6H-indeno[2,1-c]chromen-6a-ol